(3,6-bis(4-vinylphenyl)-9H-carbazol-9-yl)benzoic acid C(=C)C1=CC=C(C=C1)C=1C=CC=2N(C3=CC=C(C=C3C2C1)C1=CC=C(C=C1)C=C)C1=C(C(=O)O)C=CC=C1